(S)-4-(3-(dimethylamino)-3-(2-(6-(trifluoromethyl)pyridin-2-yl)ethyl)piperidin-1-yl)-2,6-difluoro-N-(pyrimidin-4-yl)benzenesulfonamide CN([C@]1(CN(CCC1)C1=CC(=C(C(=C1)F)S(=O)(=O)NC1=NC=NC=C1)F)CCC1=NC(=CC=C1)C(F)(F)F)C